2-(tetrahydrofurfuryloxy)Tetrahydropyran C(C1CCCO1)OC1OCCCC1